1-(3-cyano-5-methylthiophene-2-yl)-5-methyl-1H-pyrazole-4-carboxylic acid ethyl ester C(C)OC(=O)C=1C=NN(C1C)C=1SC(=CC1C#N)C